3-[(1-methylpyrazol-4-yl)methyl]-4-oxo-8-[(2R)-2-methyl-4-piperidyl]-1H-quinazoline-6-sulfonamide CN1N=CC(=C1)CN1CNC2=C(C=C(C=C2C1=O)S(=O)(=O)N)C1C[C@H](NCC1)C